N-(2,5-difluorophenyl)-6-(methylsulfonyl)-1H-indole-3-sulfonamide FC1=C(C=C(C=C1)F)NS(=O)(=O)C1=CNC2=CC(=CC=C12)S(=O)(=O)C